ClC=1C(=C2C=NNC2=C(C1F)NC(C)C)C=1N=CC=2N(C1)C=C(N2)NC(COC)=O N-(6-(5-chloro-6-fluoro-7-(isopropylamino)-1H-indazol-4-yl)imidazo[1,2-a]pyrazin-2-yl)-2-methoxyacetamide